O=C1N(CCC(N1)=O)C1=NN(C2=CC(=CC=C12)C1CCN(CC1)CCCCCC(=O)OC(C)(C)C)C tert-butyl 6-[4-[3-(2,4-dioxohexahydropyrimidin-1-yl)-1-methyl-indazol-6-yl]-1-piperidyl]hexanoate